(2S)-2-[[6-[3-[1-(2-methoxyethyl)triazol-4-yl]phenoxy]pyridine-3-carbonyl]amino]-5,5-dimethyl-hexanoic acid COCCN1N=NC(=C1)C=1C=C(OC2=CC=C(C=N2)C(=O)N[C@H](C(=O)O)CCC(C)(C)C)C=CC1